C(C)(C)(C)NS(=O)(=O)C=1OC(=CC1)CO N-tert-butyl-5-(hydroxymethyl)furan-2-sulfonamide